(Z)-4-pentenal C(CCC=C)=O